CC(=O)OC(CCC(=O)OCC)CCCCC Ethyl 4-(methylcarbonyloxy)nonanoate